C(C)(C)(C)OC(=O)N1C2CN(C(C1)C2)C2=CC=C(C=C2)[N+](=O)[O-] 5-(4-nitrophenyl)-2,5-diazabicyclo[2.2.1]Heptane-2-carboxylic acid tert-butyl ester